(2-chloroethyl)-2,2-dichloromethyl-1,3-propylene diphosphate O1P(OCC(C1CCCl)(CCl)CCl)(=O)OP(=O)([O-])[O-]